Cl.S1C(=NC2=C1C=CC=C2)CN2CCN(CC2)C=2C=C(NC1CC1)C=CC2C=2N=NNN2 3-[4-(1,3-benzothiazol-2-ylmethyl)-piperazin-1-yl]-N-cyclopropyl-4-(2H-tetrazol-5-yl)aniline hydrochloride